4-(2-(2-fluorophenyl)-4-(fluorophenyl)-1H-imidazol-5-yl)pyridine C1=CC=C(C(=C1)C2=NC(=C(N2)C3=CC=NC=C3)C4=CC=C(C=C4)F)F